6-(2,5-dichloropyrimidin-4-yl)-2-[2-(oxolan-2-yl)ethyl]-2,3-dihydro-1H-isoindol-1-one ClC1=NC=C(C(=N1)C1=CC=C2CN(C(C2=C1)=O)CCC1OCCC1)Cl